CC=1N=C(C2=C(N1)N=C(C(=C2)C=2C=NN(C2)C)N2CCCC2)N[C@H](C)C2=CC(=CC(=C2)C(F)(F)F)[N+](=O)[O-] (R)-2-methyl-6-(1-methyl-1H-pyrazol-4-yl)-N-(1-(3-nitro-5-(trifluoromethyl)phenyl)ethyl)-7-(pyrrolidin-1-yl)pyrido[2,3-d]pyrimidin-4-amine